C(C)(C)C1=C(NC=2N=C(N=C(C21)C2=CC=CC=C2)N)C isopropyl-6-methyl-4-phenyl-7H-pyrrolo[2,3-d]pyrimidin-2-amine